5-((tert-butoxycarbonyl)(2-chloro-5-methylpyridin-4-yl)amino)-1H-indazole-1-carboxylic acid tert-butyl ester C(C)(C)(C)OC(=O)N1N=CC2=CC(=CC=C12)N(C1=CC(=NC=C1C)Cl)C(=O)OC(C)(C)C